4-(2,3-dichloro-6-((2-(trimethylsilyl)ethoxy)methoxy)phenyl)pyrrolidin-2-imine ClC1=C(C(=CC=C1Cl)OCOCC[Si](C)(C)C)C1CC(NC1)=N